tert-butyl 4-(4-(2,6-bis(benzyloxy) pyridin-3-yl)-2-fluorophenyl)-3,6-dihydropyridine-1(2H)-carboxylate C(C1=CC=CC=C1)OC1=NC(=CC=C1C1=CC(=C(C=C1)C=1CCN(CC1)C(=O)OC(C)(C)C)F)OCC1=CC=CC=C1